O=C(C(=O)O)S oxothioglycolic acid